FC1(CC2(C1)C=C(N(CC2)C(=O)OC(C)(C)C)OS(=O)(=O)C(F)(F)F)F tert-butyl 2,2-difluoro-6-(trifluoromethanesulfonyloxy)-7-azaspiro[3.5]non-5-ene-7-carboxylate